O1C(COCC1)C=1C(=C2N(C=3C=CC=CC3C2=O)C1)C1=CC=C(C=C1)C 2-(1,4-dioxane-2-yl)-1-(p-tolyl)-9H-pyrrolo[1,2-a]indol-9-one